FC1=C2CN(C(C2=CC(=C1)CO)=O)C1=NC(=CC(=C1)C1=C(C=C(C#N)C=C1)C1=NN=CN1C)C(F)(F)F 4-{2-[4-fluoro-6-(hydroxymethyl)-1-oxo-3H-isoindol-2-yl]-6-(trifluoromethyl)pyridin-4-yl}-3-(4-methyl-1,2,4-triazol-3-yl)benzonitrile